5-{6-(tert-butoxycarbonylamino)-9,17-dioxo-2,10-diazatetracyclo[8.7.0.03,8.011,16]heptadec-1,3,5,7,11(16),12,14-heptaen-14-yl}-2H-tetrazole C(C)(C)(C)OC(=O)NC1=CC=C2N=C3C(C=4C=C(C=CC4N3C(C2=C1)=O)C=1N=NNN1)=O